BrC1=C2C=C(C(=NC2=CC=C1)CC)C 5-bromo-2-ethyl-3-methylquinoline